2-tertiary butyl-1,3-propylene glycol C(C)(C)(C)C(CO)CO